2-[(2,6-difluoro-4-pyridyl)amino]-N-isopentyl-5-methoxy-pyrimidine-4-carboxamide FC1=NC(=CC(=C1)NC1=NC=C(C(=N1)C(=O)NCCC(C)C)OC)F